O=C1N(C2=CC=C(C=3C2=C1C=CC3)CC3=CC=C(C=C3)CN3CCN(CC3)C3CCN(CC3)C3=NC(=NC=C3)N3C=NC(=C3)C(F)(F)F)C3C(NC(CC3)=O)=O 3-(2-oxo-6-(4-((4-(1-(2-(4-(trifluoromethyl)-1H-imidazol-1-yl)pyrimidin-4-yl)piperidin-4-yl)piperazin-1-yl)methyl)benzyl)benzo[cd]indol-1(2H)-yl)piperidine-2,6-dione